FC1=CNC(C2=CC=C(C=C12)B(O)O)=O (4-fluoro-1-oxo-1,2-dihydroisoquinolin-6-yl)boronic acid